C(C1=CN=CC=C1)(=O)O.[Zn] zinc nicotinic acid